C1(=CC=C(C=C1)C(N1C=NC2=CC=CC=C2C1=O)C1=CC=C(C=C1)C)C 3-(di-p-tolylmethyl)quinazolin-4(3H)-one